FC1=C(C=C(C=C1)N1C(=C(C2=CC(=CC=C12)O)[C@@H]1C[C@H](C1)C1=NNC(O1)=O)C(C)C)C Trans-5-[3-[1-(4-fluoro-3-methyl-phenyl)-5-hydroxy-2-isopropyl-indol-3-yl]cyclobutyl]-3H-1,3,4-oxadiazol-2-one